Cl.NC1=C2N(C(N(C2=NC=N1)[C@@H]1C(CNCC1)(F)F)=O)C1=CC=C(C=C1)OC1=CC=CC=C1 6-amino-9-[(4S)-3,3-difluoropiperidin-4-yl]-7-(4-phenoxyphenyl)purin-8-one hydrochloride